C(CCC)[C@@H]1N(S(C2=C(N(C1)C1=CC=CC=C1)C=C(C(=C2)OCC2(CC2)C(=O)O)SC)(=O)=O)C (S)-1-(((3-Butyl-2-methyl-7-(methylthio)-1,1-dioxido-5-phenyl-2,3,4,5-tetrahydro-1,2,5-benzothiadiazepin-8-yl)oxy)methyl)cyclopropane-1-carboxylic acid